6-[2,4-Diamino-3-[4-[3-(4-fluorophenyl)-3-oxoprop-1-enyl]phenyl]phenoxy]-6-oxohexanoic acid NC1=C(OC(CCCCC(=O)O)=O)C=CC(=C1C1=CC=C(C=C1)C=CC(=O)C1=CC=C(C=C1)F)N